1-(6-phenethyl-4-phenylquinolin-2-yl)pyrrolidine-3-carboxylic acid C(CC1=CC=CC=C1)C=1C=C2C(=CC(=NC2=CC1)N1CC(CC1)C(=O)O)C1=CC=CC=C1